N-Cyano-2-cyclopentyl-4-(2-(4-fluorophenyl)-2H-pyrazolo[4,3-b]pyridin-7-yl)benzamide C(#N)NC(C1=C(C=C(C=C1)C=1C=2C(N=CC1)=CN(N2)C2=CC=C(C=C2)F)C2CCCC2)=O